2-ethylbutoxy-diacetoxysilane C(C)C(CO[SiH](OC(C)=O)OC(C)=O)CC